C(C)(C)(C)OC(=O)N1C(C(C(C[C@H]1CO[Si](C)(C)C(C)(C)C)=O)(C)C)=O (S)-6-(((tert-butyldimethylsilyl)oxy)methyl)-3,3-dimethyl-2,4-dioxopiperidine-1-carboxylic acid tert-butyl ester